C(C)NS(=O)(=O)C1=CC=C(C)C=C1 N-(ethyl)-p-toluenesulfonamide